cis-o-hydroxycinnamic acid OC1=C(\C=C/C(=O)O)C=CC=C1